BrC=1C=C(C=C(C1)Br)C(F)(F)F 3,5-dibromo-benzotrifluoride